COC=1N=C2C(=CC=NC2=CC1OC)OC1=C(C=C(C=C1)NC(=O)C=1C(N(C=CC1C)C1=C(C=C(C=C1)F)C)=O)F N-[4-[(6,7-Dimethoxy-1,5-naphthyridin-4-yl)oxy]-3-fluorophenyl]-1-(4-fluoro-2-methylphenyl)-4-methyl-2-oxopyridine-3-carboxamide